CC1([C@@H](C(CCC1)=C)CC/C(=C/CCC1[C@@](CCC2C(CCC[C@]12C)(C)C)(O)C)/C)C (2R,8aS)-1-[(E)-6-[(1S)-2,2-dimethyl-6-methylidenecyclohexyl]-4-methylhex-3-enyl]-2,5,5,8a-tetramethyl-3,4,4a,6,7,8-hexahydro-1H-naphthalen-2-ol